N1=CC=CC=2CCC[C@@H](C12)NC[C@@H]1N(CC2=CC=CC=C2C1)C(=O)OC(C)(C)C tert-butyl (R)-3-((((S)-5,6,7,8-tetrahydroquinolin-8-yl)amino)methyl)-3,4-dihydroisoquinoline-2(1H)-carboxylate